N-(8-amino-6-(5-amino-4-methylpyridin-3-yl)-7-fluoroisoquinolin-3-yl)-3-(2-((2-(2,6-dioxopiperidin-3-yl)-1,3-dioxoisoindolin-4-yl)amino)acetamido)propanamide NC=1C(=C(C=C2C=C(N=CC12)NC(CCNC(CNC1=C2C(N(C(C2=CC=C1)=O)C1C(NC(CC1)=O)=O)=O)=O)=O)C=1C=NC=C(C1C)N)F